(Z)-3-(2-(4-Chlorophenyl)-3-(1-fluoro-3-phenylprop-1-en-1-yl)-1H-indol-1-yl)-2,2-dimethylpropanamide ClC1=CC=C(C=C1)C=1N(C2=CC=CC=C2C1/C(=C/CC1=CC=CC=C1)/F)CC(C(=O)N)(C)C